BrC1=CC(=C2C(=N1)CCC2)C(=O)OC methyl 2-bromo-6,7-dihydro-5H-cyclopenta[b]pyridine-4-carboxylate